(1-methyl-4-(5-methylpyridin-2-yl)-1H-pyrazol-3-yl)methanone CN1N=C(C(=C1)C1=NC=C(C=C1)C)C=O